(S)-3-(1-aminoethyl)-8-chloro-2-(2-morpholinoethyl)isoquinolin-1(2H)-one N[C@@H](C)C=1N(C(C2=C(C=CC=C2C1)Cl)=O)CCN1CCOCC1